N,N-dimethyl-1-((8-methyl-4-oxo-2-(thieno[3,2-c]pyridin-6-yl)-3,4-dihydroquinazolin-6-yl)methyl)piperidine-4-carboxamide hydrochloride Cl.CN(C(=O)C1CCN(CC1)CC=1C=C2C(NC(=NC2=C(C1)C)C1=CC2=C(C=N1)C=CS2)=O)C